CC(C[C@H](NC([C@H](CC1=CC=CC=C1)NC(=O)C1=NC=CN=C1)=O)B1OC(C[C@@H](O1)C(=O)OCCOC(=O)C1OB(OC(C1)=O)[C@H](CC(C)C)NC([C@H](CC1=CC=CC=C1)NC(=O)C1=NC=CN=C1)=O)=O)C ethane-1,2-diyl (4R,4'R)-bis(2-((R)-3-methyl-1-((S)-3-phenyl-2-(pyrazine-2-carboxamido)propanamido) butyl)-6-oxo-1,3,2-dioxaborinane-4-carboxylate)